ClC1=C(C=CC=C1NC1=CC(=CC=C1)OC(F)F)[C@@]1(CC(N(C(N1)=N)C1CCOCC1)=O)C (6S)-6-{2-Chloro-3-[3-(difluoro-methoxy)anilino]phenyl}-2-imino-6-methyl-3-(tetrahydro-pyran-4-yl)hexahydropyrimidin-4-one